1,5-Diacetyl-2,4-dioxo-hexahydro-1,3,5-triazin C(C)(=O)N1C(NC(N(C1)C(C)=O)=O)=O